P(O)(O)O.P(O)(O)O.C(CCCCCCCC)C1=C(C=CC=C1)C(O)(C(CO)(CO)CO)C1=C(C=CC=C1)CCCCCCCCC bis(nonylphenyl)pentaerythritol bisphosphite